ClC=1C=C(OC[C@@H](C2=CC(=C(C=C2)F)Cl)NC(=O)[C@@H]2CNC(O2)=O)C=CC1F (S)-N-((R)-2-(3-chloro-4-fluorophenoxy)-1-(3-chloro-4-fluorophenyl)ethyl)-2-oxo-oxazolidine-5-carboxamide